[Ta+5].C(C)(=O)[N-]C(C)=O.C(C)(=O)[N-]C(C)=O.C(C)(=O)[N-]C(C)=O.C(C)(=O)[N-]C(C)=O.C(C)(=O)[N-]C(C)=O diacetyl-amide tantalum